p-coumaroyl-malic acid-d C(\C=C\C1=CC=C(C=C1)O)(=O)C(C(=O)O)(O)CC(=O)O[2H]